3-methoxy-N-(1-oxo-3-phenyl-1-(6-(pyridin-3-yl)-5,6-dihydropyridin-1(2H)-yl)propan-2-yl)benzamide COC=1C=C(C(=O)NC(C(N2CC=CCC2C=2C=NC=CC2)=O)CC2=CC=CC=C2)C=CC1